Cl.FC1=CC=C(C=C1)C1=NC=C(C#N)C(=C1)C1=NNC=C1 6-(4-fluorophenyl)-4-(1H-pyrazol-3-yl)nicotinonitrile hydrochloride